3-(prop-2-en-1-yloxy)propan-1-amine C(C=C)OCCCN